ClC1=CC(=C(C=C1S)N1C(N(C(N(C1=O)C)=S)C)=O)F 3-(4-chloro-2-fluoro-5-sulfanyl-phenyl)-1,5-dimethyl-6-thioxo-1,3,5-triazinane-2,4-dione